C(CCCCC)OCCOCCO diethylene glycol mono-n-hexyl ether